C(C)(C)(C)OC(=O)N[C@@H]1CC[C@H](CC1)C(=O)O trans-4-{[(tert-butoxy)carbonyl]amino}cyclohexane-1-carboxylic acid